3-(3-chloro-4-(trifluoromethoxy)phenyl)-2-((triisopropylsilyl)ethynyl)-3H-imidazo[4,5-b]pyridine ClC=1C=C(C=CC1OC(F)(F)F)N1C(=NC=2C1=NC=CC2)C#C[Si](C(C)C)(C(C)C)C(C)C